N=1C=NN2C1C=C(C=C2)C2=CNC=1N=C(N=C(C12)OC)NC1CC(C1)(C)NC(CC)=O N-((1s,3s)-3-((5-([1,2,4]triazolo[1,5-a]pyridin-7-yl)-4-methoxy-7H-pyrrolo[2,3-d]pyrimidin-2-yl)amino)-1-methylcyclobutyl)propionamide